allyloxy-bis-(2,4,6-trimethylphenyl)silane C(C=C)O[SiH](C1=C(C=C(C=C1C)C)C)C1=C(C=C(C=C1C)C)C